(4-hydroxyphenyl)methylbenzylsulfonium tetrakis(pentafluorophenyl)borate FC1=C(C(=C(C(=C1[B-](C1=C(C(=C(C(=C1F)F)F)F)F)(C1=C(C(=C(C(=C1F)F)F)F)F)C1=C(C(=C(C(=C1F)F)F)F)F)F)F)F)F.OC1=CC=C(C=C1)C[SH+]CC1=CC=CC=C1